ClC=1C=NC(=NC1)C12CCC(CC2C1)OC[C@@H]1N([C@@H](C[C@@H]1NS(=O)(=O)CF)C)C(=O)OC(C)C isopropyl (2R,3S,5R)-2-(((6-(5-chloropyrimidin-2-yl)bicyclo[4.1.0]heptan-3-yl)oxy)methyl)-3-((fluoromethyl)sulfonamido)-5-methylpyrrolidine-1-carboxylate